3-(4-Methyl-benzyl)-5-(4-nitro-benzylidene)-thiazolidine-2,4-dione CC1=CC=C(CN2C(SC(C2=O)=CC2=CC=C(C=C2)[N+](=O)[O-])=O)C=C1